Br.BrC=1C=C(CN2C(NCC2)=N)C=CC1F 1-(3-bromo-4-fluorobenzyl)imidazoline-2-imine hydrobromide salt